ClC1=C(C=CC=C1Cl)N1CCC(CC1)CCCOC1=CC=C2CCC(NC2=C1)=O 7-(3-(1-(2,3-dichlorophenyl)piperidin-4-yl)propoxy)-3,4-dihydroquinolin-2(1H)-one